ClC=1C=C(C=CC1)C1=CC(=CC=C1)CC(=O)N1CC2=C(CCC1)N=C(NC2=O)C2(CC2)C2=CC(=CC=C2)Cl 6-(2-(3'-chloro-[1,1'-biphenyl]-3-yl)acetyl)-2-(1-(3-chlorophenyl)cyclopropyl)-3,5,6,7,8,9-hexahydro-4H-pyrimido[5,4-c]azepin-4-one